The molecule is tetraanion of methacrylyl-CoA arising from deprotonation of the phosphate and diphosphate functions; principal microspecies at pH 7.3. It is a conjugate base of a methacrylyl-CoA. CC(=C)C(=O)SCCNC(=O)CCNC(=O)[C@@H](C(C)(C)COP(=O)([O-])OP(=O)([O-])OC[C@@H]1[C@H]([C@H]([C@@H](O1)N2C=NC3=C(N=CN=C32)N)O)OP(=O)([O-])[O-])O